4-(6-(1-imino-1-oxothiomorpholinyl)pyridin-3-yl)-6-(1-methyl-1H-pyrazole-4-yl)pyrazolo[1,5-a]pyridine-3-carbonitrile trifluoroacetate FC(C(=O)O)(F)F.N=S1(CCN(CC1)C1=CC=C(C=N1)C=1C=2N(C=C(C1)C=1C=NN(C1)C)N=CC2C#N)=O